ethyl 2-({6-[(1,3-benzothiazol-2-yl) amino]-5-methylpyridazin-3-yl} (methyl) amino)-5-[(3R)-3-phenoxypyrrolidin-1-yl]-1,3-thiazole-4-carboxylate S1C(=NC2=C1C=CC=C2)NC2=C(C=C(N=N2)N(C=2SC(=C(N2)C(=O)OCC)N2C[C@@H](CC2)OC2=CC=CC=C2)C)C